rel-2-((3R,4R)-4-(((5-fluoro-6-((3R,4S)-3-methyl-5-(3-(trifluoromethyl)phenyl)morpholino)pyrimidin-4-yl)amino)methyl)-3-hydroxypiperidin-1-yl)acetamide FC=1C(=NC=NC1N1[C@@H](COC[C@H]1C1=CC(=CC=C1)C(F)(F)F)C)NC[C@@H]1[C@H](CN(CC1)CC(=O)N)O |o1:12|